(E)-2-methyl-4-(2,2,3-trimethyl-1-cyclopent-3-enyl)but-2-en-1-ol C/C(/CO)=C\CC1C(C(=CC1)C)(C)C